5-(1-(6-methylpyridin-2-yl)-1H-pyrazol-5-yl)pyrazolo[1,5-a]pyridine CC1=CC=CC(=N1)N1N=CC=C1C1=CC=2N(C=C1)N=CC2